CC1=C(C(=O)NC2(CC2)C2=C3C=CC=NC3=CC(=C2)C=2N=C(OC2)C)C=C(C=C1)N1CCNCC1 2-Methyl-N-(1-(7-(2-methyloxazol-4-yl)quinolin-5-yl)cyclopropyl)-5-(piperazin-1-yl)benzamide